5-(3-phenylphenyl)sulfonylquinolin-8-ol C1(=CC=CC=C1)C=1C=C(C=CC1)S(=O)(=O)C1=C2C=CC=NC2=C(C=C1)O